4-ethyl-4-hydroxy-3,8-dicarbonyl-4,8-dihydro-1H-pyrano[3,4-c]pyridine C(C)C1(C(OCC=2C(NC=CC21)=C=O)=C=O)O